CC1=CC=C(C=C1)SC1=NC=CC=C1C(=O)Cl 2-(4-methylphenyl)thiopyridine-3-carbonyl chloride